3-bromo-5-fluoro-4-methylbenzoic acid BrC=1C=C(C(=O)O)C=C(C1C)F